FC(C1=NN=C(O1)C1=CC(N(C=C1)CCOC1=CC(=CC(=C1)F)F)=O)F 4-[5-(difluoromethyl)-1,3,4-oxadiazol-2-yl]-1-[2-(3,5-difluorophenoxy)ethyl]pyridin-2-one